5-p-cyanobenzylidene-4-phenylfuran-2(5H)-one C(#N)C1=CC=C(C=C2C(=CC(O2)=O)C2=CC=CC=C2)C=C1